N-(5-(1-(4-ethylphenyl)-1H-pyrazol-4-yl)-1H-indol-3-yl)propane-2-sulfonamide C(C)C1=CC=C(C=C1)N1N=CC(=C1)C=1C=C2C(=CNC2=CC1)NS(=O)(=O)C(C)C